C(C1=CC=CC=C1)(=O)N1C(N(C=CC1=O)C1C(N(CC1)C1=CC=C(C=O)C=C1)=O)=O 4-(3-(3-benzoyl-2,4-dioxo-3,4-dihydropyrimidin-1(2H)-yl)-2-oxopyrrolidin-1-yl)benzaldehyde